(S)-quinuclidin-3-yl ((R)-6-(3-butoxyphenyl)-2,2-dimethyl-1,2,3,4-tetrahydronaphthalen-1-yl)carbamate C(CCC)OC=1C=C(C=CC1)C=1C=C2CCC([C@H](C2=CC1)NC(O[C@@H]1CN2CCC1CC2)=O)(C)C